(1S,3R)-3-((S)-6-(Methoxycarbonyl)-7-methyl-2-(2-((S)-tetrahydrofuran-2-yl)ethyl)-6,7,8,9-tetrahydro-3H-imidazo[4,5-f]chinolin-3-yl)cyclohexan COC(=O)N1[C@H](CCC2=C3C(=CC=C12)N(C(=N3)CC[C@@H]3OCCC3)C3CCCCC3)C